3-(trifluoromethyl)benzoic acid hydrochloride Cl.FC(C=1C=C(C(=O)O)C=CC1)(F)F